(S)-8-(2-amino-6-((R)-1-(4-(1,3-dimethyl-1H-indazol-6-yl)phenyl)-2,2,2-trifluoroethoxy)pyrimidin-4-yl)-2,8-diazaspiro[4.5]decane-3-carboxylic acid NC1=NC(=CC(=N1)N1CCC2(C[C@H](NC2)C(=O)O)CC1)O[C@@H](C(F)(F)F)C1=CC=C(C=C1)C1=CC=C2C(=NN(C2=C1)C)C